tert-butyl (1-(1-(4-(4-((R)-3-methylpiperazine-1-carboxamido)-2-oxopyrimidin-1(2H)-yl)benzyl)piperidin-4-yl)ethyl)carbamate C[C@@H]1CN(CCN1)C(=O)NC1=NC(N(C=C1)C1=CC=C(CN2CCC(CC2)C(C)NC(OC(C)(C)C)=O)C=C1)=O